1-(3-(4-aminocyclohexyl)prop-2-ynyl)-3-(2,4-bis(trifluoromethyl)phenyl)-7-fluoro-4,5-dihydro-1H-benzo[b]azepin-2(3H)-one NC1CCC(CC1)C#CCN1C2=C(CCC(C1=O)C1=C(C=C(C=C1)C(F)(F)F)C(F)(F)F)C=C(C=C2)F